3-[5-Bromo-1-(toluene-4-sulfonyl)-1H-pyrrolo[2,3-b]pyridin-3-yl]-4-fluorophenylamine BrC=1C=C2C(=NC1)N(C=C2C=2C=C(C=CC2F)N)S(=O)(=O)C2=CC=C(C)C=C2